C(C)(C)(C)OC(=O)N1CCN(CC1)C1=NC=CC(=N1)N1N=NN=C1C(F)(F)F 4-(4-(5-(trifluoromethyl)-1H-tetrazol-1-yl)pyrimidin-2-yl)piperazine-1-carboxylic acid tert-butyl ester